CC1=NC=C(C(=O)NCC2=NC=C3C=CC(=NC3=C2)C2=NC(=CC=C2)N2C[C@@H](O[C@@H](C2)C(F)(F)F)C)C=C1S(=O)(=O)C 6-methyl-N-((2-(6-((cis)-2-methyl-6-(trifluoromethyl)morpholino)pyridin-2-yl)-1,6-naphthyridin-7-yl)methyl)-5-(methylsulfonyl)nicotinamide